2-oxa-propylboric acid C(OC)OB(O)O